2-cyclopropyl-5-Ethynyl-6-fluorobenzo[d]thiazole C1(CC1)C=1SC2=C(N1)C=C(C(=C2)F)C#C